N-((3R,4R,5R,6R)-4,5-bis(benzyloxy)-6-((benzyloxy)methyl)tetrahydro-2H-pyran-3-yl)-1,1,1-trifluoromethanesulfonamide C(C1=CC=CC=C1)O[C@@H]1[C@@H](CO[C@@H]([C@@H]1OCC1=CC=CC=C1)COCC1=CC=CC=C1)NS(=O)(=O)C(F)(F)F